[N+](=O)([O-])C1=C(COP(OCC2=C(C=CC=C2)[N+](=O)[O-])(O)C=C)C=CC=C1 Vinyl-phosphorous acid di(2-nitrobenzyl) ester